ClC1=C(C(=NN1C)C)S(=O)(=O)N1CCC(CC1)C=1C(=CC=2N(C1)N=CN2)C(F)(F)F 6-(1-((5-chloro-1,3-dimethyl-1H-pyrazol-4-yl)sulfonyl)piperidin-4-yl)-7-(trifluoromethyl)-[1,2,4]triazolo[1,5-a]pyridine